N4-propionyl-cytidine triphosphate P(O)(=O)(OP(=O)(O)OP(=O)(O)O)OC[C@@H]1[C@H]([C@H]([C@@H](O1)N1C(=O)N=C(NC(CC)=O)C=C1)O)O